Lanthanum Lithium [Li].[La]